OC1=CC(=C(C=N1)C1=NC(=CC=C1C(C)=O)N1C=NC2=C1C=CC(=C2)NC=2N=NC(=CC2)C)C(F)(F)F 1-[2-[6-hydroxy-4-(trifluoromethyl)-3-pyridyl]-6-[5-[(6-methylpyridazin-3-yl)amino]benzimidazol-1-yl]-3-pyridyl]ethanone